BrC1=C2C=CNC2=CC(=C1OC=1C=C(C=CC1)C=1N(C=C(N1)C(C)(CCCC(CS(=O)(=O)CCO)(C)C)C=1C=C(C=CC1)CC(C(=O)OCC)C)C)F Ethyl 3-(3-(2-(2-(3-((4-bromo-6-fluoro-1H-indol-5-yl)oxy)phenyl)-1-methyl-1H-imidazol-4-yl)-7-((2-hydroxyethyl)sulfonyl)-6,6-dimethylheptan-2-yl)phenyl)-2-methylpropanoate